C(C(=O)[O-])(=O)[O-].[K+].[K+] Kalium oxalat